2,4,6-triphenylpyridinium C1(=CC=CC=C1)C1=[NH+]C(=CC(=C1)C1=CC=CC=C1)C1=CC=CC=C1